COC1=NC=C(C2=C1N=C(S2)NC(=O)N2C[C@@H](CC2)CN)C2=CC=CC=C2 (S)-3-Aminomethyl-pyrrolidine-1-carboxylic acid (4-methoxy-7-phenyl-thiazolo[4,5-c]pyridin-2-yl)-amide